OC[C@H](C1=CC=CC=C1)NC1=CC(=NC=C1C=1OC(=NN1)C=1C=NC=CC1)NC=1N=CC2=C(N1)C(OB2O)(C)C (S)-5-((4-((2-hydroxy-1-phenylethyl)amino)-5-(5-(pyridin-3-yl)-1,3,4-oxadiazol-2-yl)pyridin-2-yl)amino)-3,3-dimethyl-[1,2]oxaborolo[4,3-d]pyrimidin-1(3H)-ol